ClC1=NC=CC=2[C@@H](CCCC12)CO (R)-(1-chloro-5,6,7,8-tetrahydroisoquinolin-5-yl)methanol